2-acrylamido-methylpropanesulfonic acid C(C=C)(=O)NC(C(S(=O)(=O)O)C)C